FC(COC=1C=C2CCC=CC2=CC1)(F)F 6-(2,2,2-trifluoroethoxy)-3,4-dihydronaphthalene